3-(2-ethylhexyloxy)-1-propylamine C(C)C(COCCCN)CCCC